C1(=CC=CC=C1)[B-](C1=CC=CC=C1)(C1=CC=CC=C1)C1=CC=CC=C1.C1(CCCCC1)[PH+](C1=CC(=CC(=C1)OCC(F)(F)F)OCC(F)(F)F)C1CCCCC1 dicyclohexyl-(3,5-di-(trifluoroethoxy)phenyl)phosphonium tetraphenylborate